tris(3-hydroxypropyl)n-hexadecylphosphonium chloride [Cl-].OCCC[P+](CCCCCCCCCCCCCCCC)(CCCO)CCCO